4,5-dihydroxycinnamic acid OC1=CC=C(C=CC(=O)O)C=C1O